COC=1C=CC(=NC1)NC1=C(C(=O)N)C(=CC=N1)NC1=C(C=C(C=C1)C)N(S(=O)(=O)C)C ((5-methoxypyridin-2-yl)amino)-4-((4-methyl-2-(N-methyl-methanesulfonamido)phenyl)amino)nicotinamide